C(=O)(OC(C)(C)C)N1C[C@@H]2NCC[C@@H]2C1 (3aR,6aR)-5-N-BOC-hexahydro-pyrrolo[3,4-b]Pyrrole